2-(7-((3R)-3-ethyl-4-(1-(quinoxalin-6-yl)ethyl)piperazin-1-yl)-4-methyl-5-oxo-4,5-dihydro-2H-pyrazolo[4,3-b]pyridin-2-yl)acetonitrile C(C)[C@@H]1CN(CCN1C(C)C=1C=C2N=CC=NC2=CC1)C=1C=2C(N(C(C1)=O)C)=CN(N2)CC#N